3-(3-((2-((2-Cyclopropyl-4-(4-methylpiperazin-1-carbonyl)phenyl)amino)-5-(trifluoromethyl)pyrimidin-4-yl)amino)propyl)-1,3-oxazinan-2-on C1(CC1)C1=C(C=CC(=C1)C(=O)N1CCN(CC1)C)NC1=NC=C(C(=N1)NCCCN1C(OCCC1)=O)C(F)(F)F